2,3-diethyl-9H-indeno[2,1-b]pyridine C(C)C1=C(C=C2C(=N1)CC=1C=CC=CC12)CC